[Si](C)(C)(C(C)(C)C)OCC1(CC1)COC=1N=C(C2=C(N1)C(=C(N=C2)Cl)F)N2CC1CCC(C2)N1C(=O)OC(C)(C)C tert-butyl 3-(2-((1-(((tert-butyldimethylsilyl)oxy)methyl)cyclopropyl)methoxy)-7-chloro-8-fluoropyrido[4,3-d]pyrimidin-4-yl)-3,8-diazabicyclo[3.2.1]octane-8-carboxylate